4-(2-(6-(4-fluoro-1H-imidazol-1-yl)pyridin-3-yl)acetamido)piperidine-1-carboxylic acid tert-butyl ester C(C)(C)(C)OC(=O)N1CCC(CC1)NC(CC=1C=NC(=CC1)N1C=NC(=C1)F)=O